C1(CC1)C=1C=C(C=CC1N1CCN(CC1)C)C1=NNC(O[C@H]1C)=O (S)-5-(3-cyclopropyl-4-(4-methylpiperazin-1-yl)phenyl)-6-methyl-3,6-dihydro-2H-1,3,4-oxadiazin-2-one